NC1=CC(=C(OC=2C=C(C(NC2)=O)C(C)C)C(=C1)Cl)Cl 5-(4-amino-2,6-dichlorophenoxy)-3-isopropylpyridin-2(1H)-one